(R)-(6,7-dichloro-1-(difluoromethyl)-1,3,4,5-tetrahydro-2H-pyrido[4,3-b]indol-2-yl)(5-methoxypyrimidin-2-yl)methanone ClC1=C(C=CC=2C3=C(NC12)CCN([C@H]3C(F)F)C(=O)C3=NC=C(C=N3)OC)Cl